N1(C=NC=C1)CC=1C=C2C([C@@H](COC2=C(C1)C=1C(=NN(C1)CC)C(F)(F)F)CC1=CC(=CC(=N1)N1CC(C1)N(C(OC(C)(C)C)=O)C)C)=O tert-butyl (R)-(1-(6-((6-((1H-imidazol-1-yl)methyl)-8-(1-ethyl-3-(trifluoromethyl)-1H-pyrazol-4-yl)-4-oxochroman-3-yl)methyl)-4-methylpyridin-2-yl)azetidin-3-yl)(methyl)carbamate